BrC=1C(=NC=C(N1)Br)NC(C1=NC(=CC=C1)OCC)=O N-(3,5-dibromopyrazine-2-yl)-6-ethoxypicolinamide